3-(N-ethyl-phenylamino)propionic acid C(C)N(CCC(=O)O)C1=CC=CC=C1